OC(C)(C)C=1C=C2C(=CC=NC2=CC1)C(=O)O 6-(2-hydroxy-propan-2-yl)quinoline-4-carboxylic acid